NC1=CC(=C2N3CCC[C@H]3CCCCCC(C3=NN=C(C1=N2)O3)(O)C(F)(F)F)P(=O)(C)C (12R)-20-amino-18-(dimethylphosphoryl)-6-(trifluoromethyl)-22-oxa-3,4,16,21-tetraazatetracyclo[15.3.1.12,5.012,16]docosa-1(21),2,4,17,19-pentaen-6-ol